CC(CC(C)O)(C)OOC1=C(C=CC=C1)C(C)C 4-methyl-4-(isopropylphenylperoxy)-2-pentanol